tetrafluorophenethylaminolead FC(C(N[Pb])(F)F)(C1=CC=CC=C1)F